NC1=C(C=CC(=C1F)NCC=1C=NC(=CC1)C(F)(F)F)NC(OC1CC1)=O Cyclopropyl (2-amino-3-fluoro-4-(((6-(trifluoromethyl)pyridin-3-yl)methyl)amino)phenyl)carbamate